C(C)OC1=CC(=C(C=N1)N1C(O[C@]2(C1)C[C@H](CCC2)CN2C=NC1=C2C=C(C=C1)C#N)=O)C 1-(((5S,7S)-3-(6-ethoxy-4-methylpyridin-3-yl)-2-oxo-1-oxa-3-azaspiro[4.5]decan-7-yl)methyl)-1H-benzo[d]imidazole-6-carbonitrile